C(C)OC(COC=1C(=C(C(=O)OC)C=CC1)[N+](=O)[O-])=O methyl 3-(2-ethoxy-2-oxoethoxy)-2-nitrobenzoate